(trimethoxysilylpropyl)-(trimethoxysilylpropylthioethyl)amine CO[Si](OC)(OC)CCCNCCSCCC[Si](OC)(OC)OC